C(C)(C)(C)C1=CC=C(C=C1)S(=O)(=O)N[C@H](C(=O)NC1=CC=C(C=C1)N1CCOCC1)CC1=CNC2=CC=CC=C12 (S)-2-(4-tert-butylphenylsulfonamido)-3-(1H-indol-3-yl)-N-(4-morpholinophenyl)propanamide